C(C(C)(C)C)(=O)OC1=CC=C(C=C1)S(N(C)C)(=O)=O 4-(N,N-dimethylsulfamoyl)phenyl pivalate